CN1S(C2=C(C1=O)C=CC(=C2C)OC=2C=C(C#N)C=C(C2)F)=O 3-((2,7-dimethyl-1-oxo-3-oxo-2,3-dihydrobenzo[d]isothiazol-6-yl)oxy)-5-fluorobenzonitrile